6,7-dimethyl-4-(trans-4-methylcyclohexyl)-2-((2S)-2-(1-methyl-1H-pyrazol-4-yl)-4-morpholinyl)pteridine CC=1N=C2C(=NC(=NC2=NC1C)N1C[C@@H](OCC1)C=1C=NN(C1)C)[C@@H]1CC[C@H](CC1)C